5-bromo-3-[[4-fluoro-3-[3-(trifluoromethyl)-6,8-dihydro-5H-[1,2,4]triazolo[4,3-a]pyrazine-7-carbonyl]phenyl]methylene]isobenzofuran-1-one BrC=1C=C2C(OC(C2=CC1)=O)=CC1=CC(=C(C=C1)F)C(=O)N1CC=2N(CC1)C(=NN2)C(F)(F)F